N1CCOCC2=C1N=CC=C2 pyrido[2,3-e][1,4]oxazepane